C1(CC1)C1=NN(C(=C1)C(F)(F)F)CC(=O)N1CCCC1 2-[3-Cyclopropyl-5-(trifluoromethyl)pyrazol-1-yl]-1-pyrrolidin-1-yl-ethanone